FC=1C=C(C=C)C=CC1 m-fluorostyrene